1-((3S,4R)-4-(3,5-difluorophenyl)-1-(2-methoxyethyl)pyrrolidin-3-yl)-3-(3-methyl-1-phenyl-1H-pyrazol-5-yl)urea FC=1C=C(C=C(C1)F)[C@H]1[C@@H](CN(C1)CCOC)NC(=O)NC1=CC(=NN1C1=CC=CC=C1)C